2-fluoro-2,2-bis(4-methoxyphenylsulphonyl)acetaldehyde FC(C=O)(S(=O)(=O)C1=CC=C(C=C1)OC)S(=O)(=O)C1=CC=C(C=C1)OC